ClC=1C(=C(C=CC1F)[C@@H](N[S@](=O)C(C)(C)C)[C@H]1[C@@H](C1)C(F)(F)F)F |o1:8| (R)-N-((S or R)-(3-chloro-2,4-difluorophenyl)(trans-2-(trifluoromethyl)cyclopropyl)methyl)-2-methylpropane-2-sulfinamide